COC1=CC=C(C=C1)C1=NC=C(C=C1C1=CC=C(C(=O)O)C=C1)CCCOC 4-(2-(4-methoxyphenyl)-5-(3-methoxypropyl)pyridin-3-yl)benzoic acid